C(CCCCCCCC)OCOCCCC(C)[Li] 4-nonoxymethoxy-1-methylbutyl-lithium